[Br-].C(=O)(O)C1=C(OCC[NH3+])C=C(C=C1)C(=O)O 2-(2,5-dicarboxyphenoxy)ethylammonium bromide